C(C)(C)(C)OC(=O)N1C=CC2=C(C(=CC(=C12)C)OC)CN1[C@@H](CC(CC1)C=1SC=CC1)C1=CC=C(C=C1)C(=O)OC (S)-5-methoxy-4-((2-(4-(methoxycarbonyl)phenyl)-4-(thiophen-2-yl)piperidin-1-yl)methyl)-7-methyl-1H-indole-1-carboxylic acid tert-butyl ester